(2R,3S,4S)-4-hydroxy-2-[(4-methoxyphenyl)methyl]pyrrolidin-3-yl N-(4-hydroxybutyl)carbamate OCCCCNC(O[C@H]1[C@H](NC[C@@H]1O)CC1=CC=C(C=C1)OC)=O